FC=1C=C(C=CC1F)C1=C(C(=CC=C1)C#N)N1CCC(CC1)C1=NN=CN1C 3',4'-difluoro-2-(4-(4-methyl-4H-1,2,4-triazol-3-yl)piperidin-1-yl)-[1,1'-biphenyl]-3-carbonitrile